C(C)N(C(CN1CCN(CC1)C1=NC(=NC(=C1)N1CCOCC1)N1C(=NC2=C1C=CC=C2OC)C(F)F)=O)CC 2-(diethylamino)-2-oxoethyl-4-{2-[2-(difluoromethyl)-4-methoxy-1H-benzo[d]imidazol-1-yl]-6-morpholinopyrimidin-4-yl}piperazine